(8S)-N-[(1-{[2-(trimethylsilyl)ethoxy]methyl}-1,3-benzodiazol-2-yl)methyl]-5,6,7,8-tetrahydroquinolin-8-amine C[Si](CCOCN1C(=NC2=C1C=CC=C2)CN[C@H]2CCCC=1C=CC=NC21)(C)C